Cl.N1=NC=CC=C1 diazine hydrochloride